[F-].[Gd+3].CC1=NC=CC(=C1)NC=1C=C2CN(C(C2=CC1)=O)C1=CC(=CC=C1)NC1=C(C(=C(C=C1)F)F)F.[F-].[F-] 5-(2-methylpyridin-4-ylamino)-2-(3-(2,3,4-trifluorophenylamino)phenyl)isoindolin-1-one Gadolinium fluoride